ethyl 2-(6-(4-nitrophenyl)imidazo[1,2-b]pyridazin-2-yl)acetate [N+](=O)([O-])C1=CC=C(C=C1)C=1C=CC=2N(N1)C=C(N2)CC(=O)OCC